bis(2,6-dimethoxybenzoyl)-2,4,4-trimethylphenyl-phosphine oxide COC1=C(C(=O)P(C2=C(CC(C=C2)(C)C)C)(C(C2=C(C=CC=C2OC)OC)=O)=O)C(=CC=C1)OC